1,4-bis(4-methyl-5-phenyl-2-azolyl)benzene CC=1C=C(NC1C1=CC=CC=C1)C1=CC=C(C=C1)C=1NC(=C(C1)C)C1=CC=CC=C1